1,8-Epithiomenthane C12(CCC(CC1)C(C)(C)S2)C